ClC=1C(=NC(=NC1)NC1=C(C=C(C=C1)C1CCN(CC1)C)C)NCCCN(C(=O)C1CCC1)C N-(3-((5-chloro-2-((2-methyl-4-(1-methylpiperidin-4-yl)phenyl)amino)pyrimidin-4-yl)amino)propyl)-N-methylcyclobutanecarboxamide